3-(5-((4-(2-(((2R,3as,5S,6as)-hexahydro-2,5-methanopentalen-3a(1H)-yl)amino)ethyl)piperazin-1-yl)methyl)-2-methyl-4-oxoquinazolin-3(4H)-yl)piperidine-2,6-dione C1[C@@H]2CC3(C[C@H](CC13)C2)NCCN2CCN(CC2)CC2=C1C(N(C(=NC1=CC=C2)C)C2C(NC(CC2)=O)=O)=O